(S)-(1,3-dimethyl-1H-1,2,4-triazol-5-yl)(4-(4-methoxybenzo[d]oxazol-2-yl)-6,7-dihydro-1H-imidazo[4,5-c]pyridin-5(4H)-yl)methanone CN1N=C(N=C1C(=O)N1[C@@H](C2=C(CC1)NC=N2)C=2OC1=C(N2)C(=CC=C1)OC)C